3-fluoro-N-(2-(pyrrolidin-1-yl)ethyl)-4-(8,9,10,11-tetrahydro-3H-pyrazolo[4,3-a]phenanthridin-7-yl)benzamide FC=1C=C(C(=O)NCCN2CCCC2)C=CC1C1=NC2=CC=C3C(=C2C=2CCCCC12)C=NN3